ONC(=O)C1=CC=C(C=C1)NC(=O)C1=NC2=CC(=C(C=C2N(C1=O)C[C@@H]([C@@H]([C@@H](CO)O)O)O)C)C N-(4-(hydroxycarbamoyl)phenyl)-6,7-dimethyl-3-oxo-4-((2S,3S,4R)-2,3,4,5-tetrahydroxypentyl)-3,4-dihydroquinoxaline-2-carboxamide